4-bromo-spiro[acridine-9,9'-fluorene] BrC1=CC=CC2=C1NC1=CC=CC=C1C21C2=CC=CC=C2C=2C=CC=CC12